ClC1=CC=C(C=C1)S(=O)(=O)[C@@H]1[C@@](CN(C1)S(=O)(=O)C1=C(C#N)C=C(C=C1)C(F)(F)F)(CO)O 2-(((3R,4S)-4-((4-chlorophenyl)sulfonyl)-3-hydroxy-3-(hydroxymethyl)pyrrolidin-1-yl)sulfonyl)-5-(trifluoromethyl)benzonitrile